5-[3-(3,3-dimethylmorpholine-4-carbonyl)-6-methoxy-1-(3-thienyl)-4H-indeno[1,2-c]pyrazol-7-yl]pyridine-3-carboxamide CC1(N(CCOC1)C(=O)C=1C2=C(N(N1)C1=CSC=C1)C1=CC(=C(C=C1C2)OC)C=2C=C(C=NC2)C(=O)N)C